N-(2',4',5'-trifluorobiphenyl-2-yl)-1,3-dimethylpyrazol-4-yl-carboxamide FC1=C(C=C(C(=C1)F)F)C1=C(C=CC=C1)NC(=O)C=1C(=NN(C1)C)C